2-[(3R)-3-({4-[2-hydroxy-4-(trifluoromethyl)phenyl]-5H,7H-furo[3,4-d]pyridazin-1-yl}amino)piperidin-1-yl]-1-(3-hydroxyazetidin-1-yl)ethanone OC1=C(C=CC(=C1)C(F)(F)F)C=1C2=C(C(=NN1)N[C@H]1CN(CCC1)CC(=O)N1CC(C1)O)COC2